C1(CC1)C=1N=C(SC1)C(=O)NC12CC(C1)(C2)NC(COC2=CC(=C(C=C2)Cl)Cl)=O 4-cyclopropyl-N-{3-[2-(3,4-dichlorophenoxy)acetamido]bicyclo[1.1.1]pent-1-yl}-1,3-thiazole-2-carboxamide